NC1=C(C=C(C=N1)C=1CCN(CC1)C(=O)OC(C)(C)C)C(=O)O 6-amino-1'-(tert-butoxycarbonyl)-1',2',3',6'-tetrahydro-[3,4'-bipyridine]-5-carboxylic acid